(1R,3S,5R)-2-(2-(3-acetyl-5-(2-methylpyrimidin-5-yl)-1H-pyrazolo[3,4-b]pyridin-1-yl)acetyl)-N-(6-bromo-3-methylpyridin-2-yl)-5-methyl-2-azabicyclo[3.1.0]hexane-3-carboxamide C(C)(=O)C1=NN(C2=NC=C(C=C21)C=2C=NC(=NC2)C)CC(=O)N2[C@@H]1C[C@@]1(C[C@H]2C(=O)NC2=NC(=CC=C2C)Br)C